2-(2-chloro-4-phenylpyridin-3-yl)-3,4,6,7-tetrahydropyrano[3,4-d]imidazole ClC1=NC=CC(=C1C1=NC2=C(N1)COCC2)C2=CC=CC=C2